1,4-dichloro-methylbenzene ClC1=C(C=C(C=C1)Cl)C